C(C)OC(=O)C=1N=C(SC1N=C(C1=CC=CC=C1)C1=CC=CC=C1)C.CC1=NC(=CC=C1)C#CC 2-methyl-6-(prop-1-yn-1-yl)pyridine ethyl-5-((diphenylmethylene)amino)-2-methylthiazole-4-carboxylate